N'-[4-(4,5-dichlorothiazol-2-yl)oxy-2,5-dimethyl-phenyl]-N-ethyl-N-methyl-formamidine ClC=1N=C(SC1Cl)OC1=CC(=C(C=C1C)N=CN(C)CC)C